2,2-difluoro-6-oxo-N-(2-(pyrrolidin-1-yl)ethyl)-6H-[1,3]dioxolo[4,5-h]pyrido[2,1-b]quinazoline-11-carboxamide FC1(OC2=C(C=CC=3C(N4C(=NC23)C(=CC=C4)C(=O)NCCN4CCCC4)=O)O1)F